n-butyl N,N-dimethyl-dithiocarbamate CN(C(SCCCC)=S)C